(3-chloro-2-isopropyl-4-pyridinyl)boronic acid ClC=1C(=NC=CC1B(O)O)C(C)C